FC1=CC(=C(C=N1)C=1C=NC=2CCN(CC2C1)C=1C(=C(C=2N(N1)C(C=CN2)=O)C)C)C 7-(3-(6-fluoro-4-methylpyridin-3-yl)-7,8-dihydro-1,6-naphthyridin-6(5H)-yl)-8,9-dimethyl-4H-pyrimido[1,2-b]pyridazin-4-one